C(=O)C=1C=NN(C1)C1=CC=C(C=N1)C#N 6-(4-formyl-1H-pyrazol-1-yl)pyridine-3-carbonitrile